COC=1C=C(C=NC1OC)C=1C=C2C(=NC=NC2=C(C1)C1=CC=C(C=C1)NC([C@H](C)O)=O)C (S)-N-(4-(6-(5,6-dimethoxypyridin-3-yl)-4-methylquinazolin-8-yl)phenyl)-2-hydroxypropionamide